Trimethylisopropenoxysilan C[Si](OC(=C)C)(C)C